2-Cyclopentyl-5-({3-[4-(fluorosulfonyl)phenyl]phenyl}methoxy)isoindolin-1-one C1(CCCC1)N1C(C2=CC=C(C=C2C1)OCC1=CC(=CC=C1)C1=CC=C(C=C1)S(=O)(=O)F)=O